C(C)(=O)N1C=C(C2=CC=C(C=C12)C=1C=NC(=NC1)C)CC(=O)O (1-acetyl-6-(2-methylpyrimidin-5-yl)-1H-indol-3-yl)acetic acid